C(C1=CC=CC=C1)OCCCCCCC(CCCCC)O 12-(benzyloxy)dodecane-6-ol